2,2,3,3-Tetrafluorocyclobutylmethanol FC1(C(CC1(F)F)CO)F